6-(4-methoxybenzyl)-3,6-diazabicyclo[3.1.1]heptane-3-carboxylic acid tert-butyl ester C(C)(C)(C)OC(=O)N1CC2N(C(C1)C2)CC2=CC=C(C=C2)OC